(E)-6-chloro-3-(3-chloro-2-fluorobenzylidene)indolin-2-one ClC1=CC=C2\C(\C(NC2=C1)=O)=C/C1=C(C(=CC=C1)Cl)F